C(C)(C)N1NC=NC1=O isopropyl-5-oxo-1H-1,2,4-triazole